C1(=CC=CC=C1)N(C1=CC=C2C=CC=3C(=CC=C4C=CC1=C2C34)N(C3=CC=C(C=C3)C)C3=CC=CC=C3)C3=CC=C(C=C3)C N,N'-diphenyl-N,N'-bis(4-methylphenyl)pyrene-1,6-diamine